CCC(C)C(=O)C(CC)C 3-butylketone